C(OC(C)OC1=C(C(=CC(=C1)CCCCC)O)CC=C(CCC=C(C)C)C)(OCC)=O 1-(2-(3,7-dimethylocta-2,6-dien-1-yl)-3-hydroxy-5-pentylphenoxy)ethyl ethyl carbonate